N-(4-hydroxyphenyl)ethanamide OC1=CC=C(C=C1)NC(C)=O